3,5-dichloro-4-(3-(3-(difluoromethoxy)benzoyl)-6-(3,5-dimethylisoxazol-4-yl)-1H-pyrrolo[3,2-b]pyridin-1-yl)benzoic acid ClC=1C=C(C(=O)O)C=C(C1N1C=C(C2=NC=C(C=C21)C=2C(=NOC2C)C)C(C2=CC(=CC=C2)OC(F)F)=O)Cl